methyl 7-(hydroxymethyl)-2-methyl-8-(naphthalen-1-ylmethyl)-6-oxo-9-(3-(trifluoromethyl)phenyl)-3,4-dihydro-2H,6H-pyrido[1,2-e][1,2,5]thiadiazine-4-carboxylate 1,1-dioxide OCC1=C(C(=C2N(C(CN(S2(=O)=O)C)C(=O)OC)C1=O)C1=CC(=CC=C1)C(F)(F)F)CC1=CC=CC2=CC=CC=C12